thieno[3,4-c]quinolin-4(5H)-one C=1SC=C2C(NC=3C=CC=CC3C21)=O